C(N)(=O)C=1C=C2C=CN(C2=CC1)CC1=CC=C(C=C1)B(O)O (4-((5-carbamoyl-1H-indol-1-yl)methyl)phenyl)boronic acid